(betaS)-beta-chloro-N-methyl-N-(phenylmethyl)-6-(trifluoromethyl)-3-pyridineethanamine Cl[C@H](CN(CC1=CC=CC=C1)C)C=1C=NC(=CC1)C(F)(F)F